C(C)OCCOCCOCCOC1=CC=C(C=C1)C[C@@H](CO)NCC1=CC=C(C=C1)OC (2S)-3-(4-{2-[2-(2-ethoxyethoxy)ethoxy]ethoxy}phenyl)-2-[(4-methoxybenzyl)amino]propan-1-ol